tert-Butyl 7-amino-6-(methoxy-d3)-3,4-dihydroisoquinoline-2(1H)-carboxylate NC1=C(C=C2CCN(CC2=C1)C(=O)OC(C)(C)C)OC([2H])([2H])[2H]